tert-butoxycarbonyl-D-2,3-diaminopropionic acid C(C)(C)(C)OC(=O)C(C(=O)O)(CN)N